1-(7-(8-ethynyl-7-fluoro-3-(methoxy-methoxy)naphthalen-1-yl)-8-fluoro-5-methyl-2-((1-(Morpholinomethyl)cyclopropyl)methoxy)pyrido[4,3-d]pyrimidin-4-yl)-3-methylpiperidin-3-ol C(#C)C=1C(=CC=C2C=C(C=C(C12)C1=C(C=2N=C(N=C(C2C(=N1)C)N1CC(CCC1)(O)C)OCC1(CC1)CN1CCOCC1)F)OCOC)F